(4-amino-1,7-dimethyl-1H-pyrazolo[4,3-c]quinolin-8-yl)(2-(3-fluoro-5-(4,4,5,5-tetramethyl-1,3,2-dioxaborol-2-yl)pyridin-2-yl)pyrazolidin-1-yl)methanone NC1=NC=2C=C(C(=CC2C2=C1C=NN2C)C(=O)N2N(CCC2)C2=NC=C(C=C2F)B2OC(C(O2)(C)C)(C)C)C